(R)-2-(4-hydroxypentyl)isoindoline-1,3-dione O[C@@H](CCCN1C(C2=CC=CC=C2C1=O)=O)C